4-(1H-pyrrolo[2,3-c]pyridin-3-yl)piperidine-1-carboxylic acid tert-butyl ester C(C)(C)(C)OC(=O)N1CCC(CC1)C1=CNC2=CN=CC=C21